O[C@@H](CC=1C(=C(C2=C(N(C(=[N+]2CC)C(=O)N2CCCC2)CC)C1)N)C[C@@H]([C@H]([C@@H]([C@@H](CO)O)O)O)O)[C@H]([C@@H]([C@@H](CO)O)O)O bis[(2S,3R,4R,5R)-2,3,4,5,6-pentahydroxyhexyl]amino(pyrrolidine-1-carbonyl)-1,3-diethyl-1H-1,3-benzodiazol-3-ium